5,5-difluoro-3-(trifluoromethyl)-4,6-dihydrocyclopenta[c]pyrazol-4-ol FC1(C(C=2C(=NNC2C(F)(F)F)C1)O)F